C(C)OC(=O)C=1N=C2N(C=CC(=C2Cl)I)C1[N+](=O)[O-] 8-Chloro-7-iodo-3-nitroimidazo[1,2-a]pyridine-2-carboxylic acid ethyl ester